(S)-2-(1H-pyrazol-4-yl)morpholine dihydrochloride Cl.Cl.N1N=CC(=C1)[C@H]1CNCCO1